5-(5-((R)-1-(3,5-dichloropyridin-4-yl)ethoxy)-1H-indazol-3-yl)-2-(((S)-tetrahydro-furan-3-yl)amino)nicotinonitrile ClC=1C=NC=C(C1[C@@H](C)OC=1C=C2C(=NNC2=CC1)C=1C=NC(=C(C#N)C1)N[C@@H]1COCC1)Cl